[Li].[Mg].[Co].[Ni] nickel-cobalt-magnesium-lithium